C(#N)C1=CC=C(C=C1)NC(CN1N=C(C=CC1=O)C1CCC(CC1)(C)C)=O N-(4-cyanophenyl)-2-[3-(4,4-dimethylcyclohexyl)-6-oxopyridazin-1(6H)-yl]acetamide